CN(C)CC1=C(C=CC(=C1)C)C1=CC=C(S1)C(C)NC1=NC(=NC2=CC(=C(C=C12)OC)OC)C N-[1-(5-{2-[(dimethylamino)methyl]-4-methylphenyl}thiophen-2-yl)ethyl]-6,7-dimethoxy-2-methylquinazolin-4-amine